C\C(=C/C=O)\CCC=C(C)C (2E)-3,7-dimethyloctan-2,6-dienal